CN(C1=CC(=CC=C1)N1CCNCC1)C1C(NC(CC1)=O)=O 3-(N-methyl-3-piperazin-1-yl-anilino)piperidine-2,6-dione